N-isopropyl-2-(methylamino)propanamide C(C)(C)NC(C(C)NC)=O